ethyl (R)-5-methyl-4,5,6,7-tetrahydrothieno[2,3-c]pyridine-3-carboxylate hydrochloride Cl.C[C@@H]1CC2=C(CN1)SC=C2C(=O)OCC